CN(C)CC1=CC=C(O1)S(=O)(=O)NC(NC1=C2CCCC2=CC=2CCCC12)=O 5-((dimethylamino)methyl)-N-((1,2,3,5,6,7-hexahydro-s-indacen-4-yl)carbamoyl)furan-2-sulfonamide